glutamamic acid N[C@@H](CCC(=O)N)C(=O)O